2-(2,2-dimethoxyethylthio)-6-chloroquinoline COC(CSC1=NC2=CC=C(C=C2C=C1)Cl)OC